quinolinyl oxide N1=C(C=CC2=CC=CC=C12)OC1=NC2=CC=CC=C2C=C1